NCC1=CC(=C2CN(C(C2=C1)=O)C1C(NC(CC1)=O)=O)C 3-(6-(aminomethyl)-4-methyl-1-oxoisoindolin-2-yl)piperidine-2,6-dione